C[C@@H]1N(C[C@H](N(C1)C=1C2=C(N=CN1)NC=C2C(F)(F)F)C)C(=O)OC(C)(C)C tert-butyl (2S,5R)-2,5-dimethyl-4-(5-(trifluoromethyl)-7H-pyrrolo[2,3-d]pyrimidin-4-yl)piperazine-1-carboxylate